2-[1-[(4-ethylphenyl)methyl]-5-oxopyrrolidin-2-yl]-N-(1-methyl-1H-1,2,4-triazol-5-yl)acetamid C(C)C1=CC=C(C=C1)CN1C(CCC1=O)CC(=O)NC1=NC=NN1C